N-(2-(3,3-difluoroazetidin-1-yl)ethyl)-2,2,2-trifluoro-N-((3S,4R)-4-fluoropyrrolidin-3-yl)acetamide FC1(CN(C1)CCN(C(C(F)(F)F)=O)[C@H]1CNC[C@H]1F)F